C(C)OC(=O)C1(OC2C=CC1CC2)C(=O)OCC.FC(=C(C[Si](C2=CC=CC=C2)(C)C)C2=CC=CC=C2)F (3,3-difluoro-2-phenylallyl)dimethyl-(phenyl)silane diethyl-2-oxabicyclo[2.2.2]oct-5-ene-3,3-dicarboxylate